C(=O)(OCC1=CC=CC=C1)N[C@H](C(=O)O)CC1=CC=C(O)C(O)=C1 CBz-L-DOPA